CC(C(C(=C)C1=CC=CC=C1)=O)(C)C 4,4-dimethyl-2-phenyl-1-penten-3-one